C(C)(C)(C)OC(=O)N1CC(C1)NC1=NC=C(C=C1)C#N.C1(CCC1)OC1=CC=C2C(NN=C(C2=C1)CC=1C=CC(=C(C(=O)N2CC(C2)NC2=NC=C(C#N)C=C2)C1)F)=O 6-((1-(5-((7-Cyclobutoxy-4-oxo-3,4-dihydrophthalazin-1-yl)methyl)-2-fluorobenzoyl)azetidin-3-yl)amino)nicotinonitrile tert-Butyl-3-((5-Cyanopyridin-2-yl)amino)azetidine-1-carboxylate